(1r,4r)-4-((3-isopropyl-5-((tetrahydro-2H-pyran-4-yl)amino)pyrazolo[1,5-a]pyrimidin-7-yl)amino)cyclohexane-1-carboxylic acid pyrrolidin-3-yl ester N1CC(CC1)OC(=O)C1CCC(CC1)NC1=CC(=NC=2N1N=CC2C(C)C)NC2CCOCC2